Pyridinecarbonitrile C1=CC=NC(=C1)C#N